4,4-difluoro-5-oxopentanoic acid FC(CCC(=O)O)(C=O)F